NC1=NC=CC2=CC=C(C=C12)C=1C=C2C=C(N=CC2=CC1)C(=O)NCCN(C)C 1'-amino-N-(2-(dimethylamino)ethyl)-[6,7'-biisoquinoline]-3-carboxamide